(methyl-d3)piperidin C([2H])([2H])([2H])N1CCCCC1